CN1C(C(=NC2=CC=CC=C12)C=1SC=CC1)=S 1-methyl-3-(2-thienyl)-1,2-dihydro-quinoxaline-2-thione